CC=1C(=CN(C(C1C)=O)CCC)C1=CC(=C(C=O)C(=C1)F)F 4-(4,5-dimethyl-6-oxo-1-propyl-1,6-dihydropyridin-3-yl)-2,6-difluorobenzaldehyde